C(#N)CC(=O)N1C2CN(CC1CC2)C=2C1=C(N=C(N2)NC(=O)C2CC2)NC=C1 N-(4-(8-(2-cyanoacetyl)-3,8-diazabicyclo[3.2.1]oct-3-yl)-7H-pyrrolo[2,3-d]pyrimidin-2-yl)cyclopropylcarboxamide